heptadecan-9-yl 8-((2-hydroxyethyl)(4-(((undec-10-yn-1-yloxy)carbonyl)oxy)butyl)amino)octanoate OCCN(CCCCCCCC(=O)OC(CCCCCCCC)CCCCCCCC)CCCCOC(=O)OCCCCCCCCCC#C